COCC[N+]1(CCCC1)CC N-methoxyethyl-N-ethylpyrrolidinium